ClC=1C(=CC2=C([C@@H]([C@](O2)(C2=CC=CC=C2)CNC2CCC2)C)C1C1=C(C(=O)N)C=CC(=C1F)OCCO)F 2-((2S,3S,4S)-5-chloro-2-((cyclobutylamino)methyl)-6-fluoro-3-methyl-2-phenyl-2,3-di-hydrobenzofuran-4-yl)-3-fluoro-4-(2-hydroxyethoxy)benzamide